1,3-dimethyl-4-bromophenylethylpiperazin-2-one CC1(CC(=C(C=C1)Br)C)CCN1C(CNCC1)=O